(S)-3-hydroxyPyrrolidine O[C@@H]1CNCC1